C1N(CCC2=CC=CC=C12)[C@H]1[C@@H](CN(CC1)C=O)O ((3r,4r)-4-(3,4-dihydroisoquinolin-2(1H)-yl)-3-hydroxypiperidin-1-yl)methanone